FCS(=O)(=O)C1=NC=CC=C1 ((fluoromethyl)sulfonyl)pyridine